FC(OC1=C(C=CC(=C1)C(=O)N1CCCC1)NC1=C2C(=NC(=C1)NC(=O)C1CC1)NN(C2=O)C)F N-(4-((2-(difluoromethoxy)-4-(pyrrolidine-1-carbonyl)phenyl)amino)-2-methyl-3-oxo-2,3-dihydro-1H-pyrazolo[3,4-b]pyridin-6-yl)cyclopropanecarboxamide